C(C)OC1=NC=C(C2=CC=CC=C12)C1=CC=CC=2C3=CC=CC=C3N(C12)C1=CC=CC=C1 (1-ethoxyisoquinolin-4-yl)-9-phenyl-9H-carbazole